N1C=CC2=CC(=CC=C12)C1=CC=C(C=C1)N(C(=O)C1CCCCC1)C1=CC(=CC=C1)C=1C=NN(C1)C1CC1 N-(4-(1H-indol-5-yl)phenyl)-N-(3-(1-cyclopropyl-1H-pyrazol-4-yl)phenyl)cyclohexanamide